COC(CCCCCCCC1C(C1)CCCCCCCCCCC(CCCCCCCC)N(C)C)=O methyl-8-{2-[11-(dimethylamino)nonadecyl]cyclopropyl}octanoate